1H-pyrrolo[2,3-c]pyridin-5-amine trifluoroacetate FC(C(=O)O)(F)F.N1C=CC=2C1=CN=C(C2)N